ClC1=CC=C(C(=N1)C1=CC=C2CN(C(C2=C1)=O)C)C=1C=NN(C1)CC1CCCCC1 6-{6-chloro-3-[1-(cyclohexylmethyl)-1H-pyrazol-4-yl]pyridin-2-yl}-2-methyl-2,3-dihydro-1H-isoindol-1-one